COC=1C=C(C=C(C1)C1(CC(C1)OC)C1=NN=CN1C)N1C(C2=CC(=CC(=C2C1)C(F)(F)F)CNC1(CCC1)C)=O 2-(3-methoxy-5-((1r,3r)-3-methoxy-1-(4-methyl-4H-1,2,4-triazol-3-yl)cyclobutyl)phenyl)-6-(((1-methylcyclobutyl)amino)methyl)-4-(trifluoromethyl)isoindolin-1-one